8-Methyl-1-{[2-methyl-6-(1-methyl-1H-pyrazol-4-yl)pyridin-3-yl]sulfonyl}-1,2,3,4-tetrahydroquinoline CC=1C=CC=C2CCCN(C12)S(=O)(=O)C=1C(=NC(=CC1)C=1C=NN(C1)C)C